CC1C(CCC=2CCCC(C12)(C)C)(C)C(C)=O 1-(1,2,8,8-tetramethyl-1,2,3,4,5,6,7,8-octahydro-naphthalen-2-yl)ethanone